C(C1=CC=CC=C1)OC1=C(C(=CC(=C1)C(F)F)O)C(=O)N1CCC2=CC(=CC=C12)N[C@@H]1COCC1 |o1:30| (S or R)-(2-(Benzyloxy)-4-(difluoromethyl)-6-hydroxyphenyl)(5-((tetrahydrofuran-3-yl)amino)indolin-1-yl)methanone